NC1=C(C=C(C=C1)Br)NC[C@@H](CCCOC1=C(C=CC=C1)C1=CC(=CN(C1=O)C)C(=O)OC)C methyl 5-(2-{[(4R)-5-[(2-amino-5-bromophenyl) amino]-4-methylpentyl] oxy} phenyl)-1-methyl-6-oxopyridine-3-carboxylate